FC1OC2=C(C(=NC(=C2)SC)C2=CNC3=CN=C(C=C32)NC(C)=O)OC1 N-(3-(2-fluoro-7-(methylthio)-2,3-dihydro-[1,4]dioxino[2,3-c]pyridin-5-yl)-1H-pyrrolo[2,3-c]pyridin-5-yl)acetamide